(5R,8S)-1-fluoro-N-(4-methyl-3-(trifluoromethyl)phenyl)-6,7,8,9-tetrahydro-5H-5,8-epiminocyclohepta[c]pyridine-10-carboxamide FC1=NC=CC2=C1C[C@@H]1CC[C@H]2N1C(=O)NC1=CC(=C(C=C1)C)C(F)(F)F